CNC1=C2C=NC=3NC4=CC=CC(OCC(OCCC=5N(N=C(C(C=N1)=C2C3)C5)C)C)=N4 N,4,9-trimethyl-8,11-dioxa-3,4,17,19,23,27-hexaazapentacyclo[16.6.2.1^{2,5}.1^{12,16}.0^{21,25}]octacosa-1(25),2,5(28),12(27),13,15,18(26),19,21,23-decaen-22-amine